(R)-3-(6-(1-(t-Butoxycarbonyl)-3-methyl-1H-pyrrolo[2,3-b]pyridin-5-yl)-2-(2,6-dimethylisonicotinyl)-1,2,3,4-tetrahydroisoquinolin-8-yl)morpholine-4-carboxylic acid tert-butyl ester C(C)(C)(C)OC(=O)N1[C@@H](COCC1)C=1C=C(C=C2CCN(CC12)CC1=CC(=NC(=C1)C)C)C=1C=C2C(=NC1)N(C=C2C)C(=O)OC(C)(C)C